N-(3-chloro-6-methyl-1H-indazol-5-yl)butane-1-sulfonamide ClC1=NNC2=CC(=C(C=C12)NS(=O)(=O)CCCC)C